7-(4-cyclopentylpiperazin-1-yl)-N-(3,5-dichlorophenyl)-4,4-dimethyl-3,4-dihydroisoquinoline-2(1H)-carboxamide C1(CCCC1)N1CCN(CC1)C1=CC=C2C(CN(CC2=C1)C(=O)NC1=CC(=CC(=C1)Cl)Cl)(C)C